N-cyanoethylcaprolactam C(#N)CCN1C(CCCCC1)=O